COCCOC1=CC=C(C=C1)C1=C(C(=NC=C1C#N)SCC=1C=NC=CC1)C#N 4-[4-(2-methoxyethoxy)phenyl]-2-(3-pyridylmethyl-thio)pyridine-3,5-dicarbonitrile